4-bromo-2,5-difluoro-N,N-bis(4-methoxyphenyl)aniline BrC1=CC(=C(N(C2=CC=C(C=C2)OC)C2=CC=C(C=C2)OC)C=C1F)F